FC(SC1OC2(OC1)CCC(=C1N=CC=C12)O)(F)F (trifluoromethylthio)-5,6-dihydro-spiro[3-azaindene-7,2'-[1,3]dioxolan]-4-ol